3-((4R)-3-((s)-1-hydroxy-3,3-dimethylbutan-2-ylcarbamoyl)-7-isopropyl-4-methyl-4,5,6,7-tetrahydro-1H-indazol-1-yl)pyrazine 1-oxide OC[C@H](C(C)(C)C)NC(=O)C1=NN(C=2C(CC[C@H](C12)C)C(C)C)C=1C=[N+](C=CN1)[O-]